C(CCCCCCCCCCC)(=O)ON1C(CCC1=O)=O 2,5-dioxopyrrolidin-1-yl dodecanoate